3,3-di(9H-carbazol-9-yl)biphenol C1=CC=CC=2C3=CC=CC=C3N(C12)C1(C(=C(C=CC1)O)C=1C(=CC=CC1)O)N1C2=CC=CC=C2C=2C=CC=CC12